OC1=CC=C(C=C1)C(C)C1=CC=C(C=C1)O 1,1-bis(p-hydroxyphenyl)ethane